2-(chloromethyl)-5-phenyl-1,3,4-oxadiazole ClCC=1OC(=NN1)C1=CC=CC=C1